S1C(=NC=C1)C1=CC(=CC=2N=C(OC21)N2CC1CCC(C2)N1C(=O)OC(C)(C)C)C(C(F)(F)F)OC racemic-tert-butyl 3-(7-(thiazol-2-yl)-5-(2,2,2-trifluoro-1-methoxyethyl)benzo[d]oxazol-2-yl)-3,8-diazabicyclo[3.2.1]octane-8-carboxylate